BrC=1C=NN(C1)CC=1C=CC(=NC1)SC1=CC=CC=C1 5-((4-bromo-1H-pyrazol-1-yl)methyl)-2-(phenylsulfanyl)pyridine